(R)-5-phenyl-4,4-dimethyl-1,3-dioxolan-2-one C1(=CC=CC=C1)[C@@H]1C(OC(O1)=O)(C)C